Cl.C(CCCCCCCCCCCCCCCCC)N(CCCCCCCCCCCCCCCCCC)C N,N-dioctadecyl-methylamine hydrochloride